1-(3-(6-(2-fluoro-6-hydroxyphenyl)-2-methyl-2H-indazol-3-yl)pyrrolidin-1-yl)prop-2-en-1-one FC1=C(C(=CC=C1)O)C=1C=CC2=C(N(N=C2C1)C)C1CN(CC1)C(C=C)=O